FC(C(=O)C1=CC=CC=C1)(CC)F difluorophenylbutan-1-one